methyltertiarybutyldimethoxysilane C[Si](OC)(OC)C(C)(C)C